FC(CC=1C(NC(NC1)=O)=O)(F)F 5-(2,2,2-trifluoroethyl)-1,3-dihydropyrimidine-2,4-dione